tert-Butyl (2-((4-(((2-(2,6-dioxopiperidin-3-yl)-1,3-dioxoisoindolin-4-yl)oxy)methyl)benzyl)oxy)ethyl)carbamate O=C1NC(CCC1N1C(C2=CC=CC(=C2C1=O)OCC1=CC=C(COCCNC(OC(C)(C)C)=O)C=C1)=O)=O